Vanillylmandelic acid C(C(O)C1=CC(OC)=C(O)C=C1)(=O)O